N-(2,2-Dimethyl-6-((1-methylpiperidin-3-yl)oxy)-2,3-dihydrobenzofuran-5-yl)pyrazolo[1,5-a]pyrimidine-3-carboxamide CC1(OC2=C(C1)C=C(C(=C2)OC2CN(CCC2)C)NC(=O)C=2C=NN1C2N=CC=C1)C